1-(5-{[(5-Chlorothiophen-2-yl)methyl]amino}-3-[1-(1H-imidazol-4-ylmethyl)piperidin-4-yl]-1H-pyrazol-1-yl)-2,2-dimethylpropan-1-on ClC1=CC=C(S1)CNC1=CC(=NN1C(C(C)(C)C)=O)C1CCN(CC1)CC=1N=CNC1